FC1=C(C=CC=2C3=C(C(NC12)=O)C(CO3)([2H])[2H])CO 6-fluoro-7-(hydroxymethyl)-3,5-dihydrofuro[3,2-c]quinolin-4(2H)-one-3,3-d2